diethyl 2-(1-(tert-butoxycarbonyl)pyrrolidin-3-ylidene)malonate C(C)(C)(C)OC(=O)N1CC(CC1)=C(C(=O)OCC)C(=O)OCC